2-amino-6-fluoro-1-methyl-1H-benzo[d]imidazole-5-carboxylic acid methyl ester COC(=O)C1=CC2=C(N(C(=N2)N)C)C=C1F